[I-].ClCC1=NC=CC=C1 2-chloromethyl-pyridine iodide